R-9-(2-methoxypropyl)adenine (±)-Methyl-4-(3-aminooxetan-3-yl)benzoate CC1=C(C(=O)O)C=CC(=C1)C1(COC1)N.CO[C@@H](CN1C2=NC=NC(=C2N=C1)N)C